FC=1C=C(C=C(C1)F)C1=C(C(=CC=C1)CC(=O)N[C@H]1C(CCC[C@@H]1N1CCN(CC1)C(C)C)(F)F)C 2-(3',5'-difluoro-2-methyl-[1,1'-biphenyl]-3-yl)-N-((1R,6S)-2,2-difluoro-6-(4-isopropylpiperazin-1-yl)cyclohexyl)acetamide